6-(4-CYCLOPROPYL-1H-PYRAZOL-1-YL)-N-(1-METHYL-1H-INDAZOL-7-YL)PYRIDINE-3-SULFONAMIDE C1(CC1)C=1C=NN(C1)C1=CC=C(C=N1)S(=O)(=O)NC=1C=CC=C2C=NN(C12)C